ClCC1=C(C=CC=C1)[Si](Cl)(Cl)Cl (chloromethyl)phenyltrichlorosilane